(S)-1-(azetidine-1-sulfonamido)-2-(diethoxyphosphoryl)-3-methoxy-1-oxopropan N1(CCC1)S(=O)(=O)NC([C@H](COC)P(=O)(OCC)OCC)=O